C(C)(C)(C)C1=NC(=NC2=CC(=C(C=C12)Cl)I)N(C(O)=O)C(=O)OC(C)(C)C.BrC1=CC2=C(N(C(N2C)=O)C2N(CCNC2)CC2=CC=C(C=C2)OC)C=C1 (5-bromo-3-methyl-2-oxo-benzoimidazol-1-yl)-1-[(4-methoxyphenyl)methyl]Piperazine tert-butyl-(tert-butoxycarbonyl)(6-chloro-7-iodoquinazolin-2-yl)carbamate